Cl.FC([C@@H](C)O[C@@H]([C@H](N)C(=O)O)C)(F)F O-((R)-1,1,1-trifluoropropan-2-yl)-L-threonine hydrogen chloride